4-amino-3-isopropyl-isoxazole-5-carboxamide NC=1C(=NOC1C(=O)N)C(C)C